C1([C@H](O)[C@H](O)[C@H](O1)CO)OP(=O)(O)OP(=O)(O)O ribosyl-pyrophosphoric acid